7-methoxyquinazolin-6-yl 2,4-dimethylpiperazine-1-carboxylate hydrochloride Cl.CC1N(CCN(C1)C)C(=O)OC=1C=C2C=NC=NC2=CC1OC